5-benzyl-N-((3R,4R)-4-fluoro-1-methyl-2-oxo-2,3,4,5-tetrahydro-1H-benzo[b]azepin-3-yl)isoxazole-3-carboxamide copper-nickel-silver [Ag].[Ni].[Cu].C(C1=CC=CC=C1)C1=CC(=NO1)C(=O)N[C@H]1[C@@H](CC2=C(N(C1=O)C)C=CC=C2)F